C1(=CC=CC2=CC=CC=C12)C#CC1=C(C=O)C=CC=C1 2-(2-(naphthalen-1-yl)ethynyl)benzaldehyde